4-(2,4-difluorophenoxy)-3-(3-methylbenzo[d]isoxazol-5-yl)aniline FC1=C(OC2=C(C=C(N)C=C2)C=2C=CC3=C(C(=NO3)C)C2)C=CC(=C1)F